5-(6-ethoxypyrazin-2-yl)thiophene-2-carboxamide C(C)OC1=CN=CC(=N1)C1=CC=C(S1)C(=O)N